ClC=1C=CC2=C(COCN2C2=CC=CC=C2)C1 6-chloro-1-phenyl-1,2-dihydro-(4H)-3,1-benzoxazine